N=1NN=NC1C1=CC=C(C=C1)[C@@](C(=O)OC(C)C)(CC(C)(C)C)N isopropyl (R)-2-(4-(2H-tetrazol-5-yl)phenyl)-2-amino-4,4-dimethylpentanoate